C(#N)C1=CC(=C(C=C1)C1=NN=C(C=2CCCCC12)N[C@H]1CN(CCC1)C(=O)OC(C)(C)C)OC Tert-butyl (R)-3-((4-(4-cyano-2-methoxyphenyl)-5,6,7,8-tetrahydrophthalazin-1-yl)amino)piperidine-1-carboxylate